O[C@@]1(C(N(CC1)C)=O)C1=NOC(=C1)C1=CC(=CC=C1)B1OC(C(O1)(C)C)(C)C (R)-3-hydroxy-1-methyl-3-(5-(3-(4,4,5,5-tetramethyl-1,3,2-dioxaborolan-2-yl)phenyl)isoxazol-3-yl)pyrrolidin-2-one